allicin (Diallyl Thiosulfinate) C(C=C)S(=S)(O)CC=C.C=CCS(SCC=C)=O